(7R,14R)-11-(4-(dimethylphosphoryl)-2,5-difluorophenyl)-1-ethoxy-6-(methyl-d3)-6,7-dihydro-7,14-methanobenzo[f]benzo[4,5]imidazo[1,2-a][1,4]diazocin-5(14H)-one CP(=O)(C)C1=CC(=C(C=C1F)C1=CC2=C(N=C3N2[C@H]2C4=C(C(N([C@@H]3C2)C([2H])([2H])[2H])=O)C=CC=C4OCC)C=C1)F